[Si](C)(C)(C(C)(C)C)OCCC1(NCCC1)C1=CC=CC=C1 2-((tert-Butyldimethylsilanyloxy)ethyl)-2-phenylpyrrolidine